O1N=C(C2=C1C=CC=C2)C(S(=O)(=O)N)(F)F Benzo[d]isoxazol-3-yl-difluoromethane-sulfonamide